Cl.N[C@@H](CC(=O)OCC)C=1C(=C(C=C(C1)C(F)(F)F)C1=C(C=C(C=C1C)F)CCCCC=C)F Ethyl (3S)-3-amino-3-(2,4'-difluoro-2'-(hex-5-en-1-yl)-6'-methyl-5-(trifluoromethyl)-[1,1'-biphenyl]-3-yl)propanoate hydrochloride